N[C@@H](CCCCN=[N+]=[N-])C(=O)N=[N+]=[N-] azido-Lysine, azide